BrC=1C(=C(C(=C(C1[2H])[2H])[2H])NC(=O)C=1N(C2=C(CN(CC2)C(=O)OC(C)(C)C)N1)C([2H])([2H])[2H])Cl Tert-butyl 2-((3-bromo-2-chlorophenyl-4,5,6-d3)carbamoyl)-1-(methyl-d3)-1,4,6,7-tetrahydro-5H-imidazo[4,5-c]pyridine-5-carboxylate